C(CCC)C=1N(C(=C(N1)Cl)C(=O)O)CC1=CC=C(C=C1)C1=CC(=CC=C1C#N)C=1CCCCC1 2-butyl-4-chloro-1-((6'-cyano-2'',3'',4'',5''-tetrahydro-[1,1':3',1''-terphenyl]-4-yl)methyl)-1H-imidazole-5-carboxylic acid